2-(4-(Aminomethyl)-4-fluoropiperidin-1-yl)-5-(4-chloro-2-methyl-2H-indazol-5-yl)-3-methyl-3,7-dihydro-4H-pyrrolo[2,3-d]pyrimidin-4-one NCC1(CCN(CC1)C=1N(C(C2=C(N1)NC=C2C2=C(C1=CN(N=C1C=C2)C)Cl)=O)C)F